C(C#CC#CC#CC#CC#CC#CC#CC#CC)(=O)[O-] octadeca-2,4,6,8,10,12,14,16-octaynoate